(5-Chloropyrazin-2-yl)-3,6-diazabicyclo[3.1.1]heptane-6-carboxylic acid tert-butyl ester C(C)(C)(C)OC(=O)N1C2CNCC1(C2)C2=NC=C(N=C2)Cl